FC=1C=C(NC2C(NC(CC2)=O)=O)C=C(C1C1CC2(CN(C2)CC2CC3(CC(C3)O)C2)C1)F 3-[3,5-difluoro-4-[2-[(2-hydroxyspiro[3.3]heptan-6-yl)methyl]-2-azaspiro[3.3]heptan-6-yl]anilino]piperidine-2,6-dione